7-benzyloxycoumarin-3-carboxamide C(C1=CC=CC=C1)OC1=CC=C2C=C(C(OC2=C1)=O)C(=O)N